perfluoro-5-oxahexanoic acid FC(C(=O)O)(C(C(OC(F)(F)F)(F)F)(F)F)F